4-methoxy-3,3-dimethyl-but-1-yne COCC(C#C)(C)C